N1=CC=CC=2CCC[C@@H](C12)NCC1N(CCN(C1)C(=O)OC(C)(C)C)C(=O)OCC1=CC=CC=C1 1-Benzyl 4-(tert-butyl) 2-((((S)-5,6,7,8-tetrahydroquinolin-8-yl)amino)methyl)piperazine-1,4-dicarboxylate